FC1=C(C(=CC=C1)F)[C@H]1N(OCC1)C1=CC(=NC=N1)NC=1C(=CC(=C(C1)NC(C=C)=O)N1CCC(CC1)N1CCOCC1)OC N-(5-((6-((S)-3-(2,6-difluorophenyl)-isoxazolidine-2-yl)pyrimidine-4-yl)amino)-4-methoxy-2-(4-morpholinopiperidine-1-yl)phenyl)acrylamide